2-(2,4-dinitrophenyl)thiobenzoic acid [N+](=O)([O-])C1=C(C=CC(=C1)[N+](=O)[O-])C1=C(C(=S)O)C=CC=C1